C(C)(SCCN1N=C(C=C1CO)[N+](=O)[O-])=O S-(2-(5-(hydroxymethyl)-3-nitro-1H-pyrazol-1-yl)ethyl) ethanethioate